diazovinyl acetate C(C)(=O)OC=C=[N+]=[N-]